2-((5-(3-chloro-5-fluorophenoxy)-4-methylthiazol-2-yl)amino)-2-oxoethyl methylsulfamate CNS(OCC(=O)NC=1SC(=C(N1)C)OC1=CC(=CC(=C1)F)Cl)(=O)=O